NC1=NC=CC(=C1[N+](=O)[O-])OC1=CC(=C(C=C1)NC(OC(C)(C)C)=O)SC tert-butyl N-[4-[(2-amino-3-nitro-4-pyridyl)oxy]-2-methylsulfanyl-phenyl]carbamate